3-(N-(2'-isopropyl-4-(trifluoromethyl)-[1,1'-biphenyl]-2-yl)sulfamoyl)-4-methoxybenzoic acid C(C)(C)C1=C(C=CC=C1)C1=C(C=C(C=C1)C(F)(F)F)NS(=O)(=O)C=1C=C(C(=O)O)C=CC1OC